1-(4-chloro-2-(2,6-dioxopiperidin-3-yl)-1-oxoisoindolin-5-yl)piperidine-4-carbaldehyde ClC1=C2CN(C(C2=CC=C1N1CCC(CC1)C=O)=O)C1C(NC(CC1)=O)=O